5-(1,3-benzodioxan-5-yl)-3-hexylcyclohexa-2-enone O1COCC2=C1C=CC=C2C2CC(=CC(C2)=O)CCCCCC